5-(3-cyclopropylphenoxy)-N-[2-(2,4-dichlorophenyl)-2-fluoro-ethyl]-3-methoxy-pyridazine-4-carboxamide C1(CC1)C=1C=C(OC=2C(=C(N=NC2)OC)C(=O)NCC(F)C2=C(C=C(C=C2)Cl)Cl)C=CC1